C(C)OC1=C(C=C(C=C1C)C1=CC=C2C(C(COC2=C1)(C)C)NC(O[C@@H]1CN2CCC1CC2)=O)C (S)-quinuclidin-3-yl (7-(4-ethoxy-3,5-dimethyl phenyl)-3,3-dimethylchroman-4-yl)carbamate